2-(7,8-difluoro-3-quinolyl)-6,6-dimethyl-4-[[4-(trifluoromethyl)pyrazol-1-yl]methyl]-4,5-dihydro-1,3-thiazine FC1=CC=C2C=C(C=NC2=C1F)C=1SC(CC(N1)CN1N=CC(=C1)C(F)(F)F)(C)C